ClC=1C(=CC(=C(C1)C1=CC(=C(N=N1)C)NC1=CC(=NC=C1)NC(CCN1CCN(CC1)C)=O)F)F N-(4-{[6-(5-Chloro-2,4-Difluorophenyl)-3-Methylpyridazin-4-yl]Amino}Pyridin-2-yl)-3-(4-Methylpiperazin-1-yl)Propanamid